beta-muramic acid O[C@H]1[C@H](N)[C@@H](O[C@@H](C(=O)O)C)[C@H](O)[C@H](O1)CO